3-[1-(4-cyano-5-{3-trifluoromethyl-5-((E)-2-(6-trifluoromethyl-pyridin-2-yl)-vinyl)-phenyl}-2H-[1,2,3]triazol-2-yl)-ethoxycarbonyloxy]-2,2-dimethyl-propionic acid allyl ester C(C=C)OC(C(COC(=O)OC(C)N1N=C(C(=N1)C#N)C1=CC(=CC(=C1)\C=C\C1=NC(=CC=C1)C(F)(F)F)C(F)(F)F)(C)C)=O